ClC1=CC=C(CN2C(C(N(CC2=O)C(C)C)=O)C2=CC=C(C=C2)OC)C=C1 4-(4-chlorobenzyl)-1-isopropyl-3-(4-methoxyphenyl)piperazine-2,5-dione